4-(2-methoxyethoxy)piperidine trifluoroacetate FC(C(=O)O)(F)F.COCCOC1CCNCC1